O=C1OCCN1C=1C=CC2=C(NC(CO2)=O)C1 2-oxo-3-(3-oxo-4H-1,4-benzoxazin-6-yl)-1,3-oxazolidin